C(C=CC=CC=CC)O 2,4,6-octtrienol